ethyl (4aS,7aR)-2-oxooctahydro-4aH-cyclopenta[b]pyridine-4a-carboxylate O=C1CC[C@@]2([C@H](N1)CCC2)C(=O)OCC